2,6-dimethyl-4-cyanoanilineacetic Acid CC1=C(NCC(=O)O)C(=CC(=C1)C#N)C